7-Fluoro-1-methyl-2-(4-(methylsulfonyl)phenyl)-6-(1-(8-(oxetan-3-yl)-8-azabicyclo[3.2.1]octan-3-yl)piperidin-4-yl)-1H-benzo[d]imidazol FC1=C(C=CC2=C1N(C(=N2)C2=CC=C(C=C2)S(=O)(=O)C)C)C2CCN(CC2)C2CC1CCC(C2)N1C1COC1